5-((3-methoxy-4-nitrophenyl)thio)-1,3,4-thiadiazol-2-amine COC=1C=C(C=CC1[N+](=O)[O-])SC1=NN=C(S1)N